BrC1=CC2=C(C(CO2)CO)C=C1 (6-bromo-2,3-dihydro-1-benzofuran-3-yl)methanol